aminophenoxysodium NC1=C(O[Na])C=CC=C1